[6-[2-(1-hydroxy-1-methyl-ethyl)pyrimidin-5-yl]-2-methoxy-3-pyridinyl]-5-methyl-3-phenyl-isoxazole-4-carboxamide OC(C)(C)C1=NC=C(C=N1)C1=CC=C(C(=N1)OC)NC(=O)C=1C(=NOC1C)C1=CC=CC=C1